CN1N=NC=C1C=1C(=C(C#N)C=CC1)N1CCC(CC1)C1=NN=CN1C 3-(1-methyl-1H-1,2,3-triazol-5-yl)-2-(4-(4-methyl-4H-1,2,4-triazol-3-yl)piperidin-1-yl)benzonitrile